2,5-dihydro-1H-pyrrole-1,2-dicarboxylic acid di-tert-butyl ester C(C)(C)(C)OC(=O)N1C(C=CC1)C(=O)OC(C)(C)C